C(=O)C1=C2C(=NC(=C1)C(=O)O)C(CO2)(C)C 7-formyl-3,3-dimethyl-2,3-dihydrofuro[3,2-b]pyridine-5-carboxylic acid